dibenzyl (2-chloro-4-(hydroxymethyl) phenyl) phosphate P(=O)(OCC1=CC=CC=C1)(OCC1=CC=CC=C1)OC1=C(C=C(C=C1)CO)Cl